C1(CC1)C1=CC(=NO1)C(=O)NC1C[C@@H]2[C@@H](CN(C2)C(=O)OC(C)(C)C)C1 tert-Butyl (3aR,5s,6aS)-5-(5-cyclopropylisoxazole-3-carboxamido)hexahydrocyclopenta(c)pyrrole-2(1H)-carboxylate